CC1=CC=C(C=C1)S(=O)(=O)[O-].C(CCCCCCCCCCCCCCCCC)[N+](CCO)(C)C stearyldimethylhydroxyethyl-ammonium p-toluenesulfonate